NC1=C(C=NC=2N1N=CC2C#N)C2=C(C=CC=1SC=CC12)C 7-amino-6-(5-methylbenzo[b]thiophen-4-yl)pyrazolo[1,5-a]pyrimidine-3-carbonitrile